4-(3-methylbut-2-enoyl)piperazin CC(=CC(=O)N1CCNCC1)C